C(C)(C)(C)OC(=O)N(C(OC(C)(C)C)=O)C1=C(C=CC(=C1)NC1C(NC(CC1)=O)=O)F tert-Butyl N-tert-butoxycarbonyl-N-[5-[(2,6-dioxo-3-piperidyl)amino]-2-fluoro-phenyl]carbamate